tin (III) di(2-ethylhexanoate) C(C)C(C(=O)[O-])CCCC.C(C)C(C(=O)[O-])CCCC.[Sn+3]